2,3,5,6-tetrafluorobenzaldehyde dimethyl acetal COC(C1=C(C(=CC(=C1F)F)F)F)OC